S(=O)(=O)(O)C(C1=CC=CC=C1)=NNC1=NC=C(C(=O)O)C=C1 6-(2-(sulfobenzylidene)hydrazino)nicotinic acid